(3-Fluoro-5-(1-(4-fluorophenyl)-1H-pyrazol-3-yl)phenyl)methanamine, hydrochloride Cl.FC=1C=C(C=C(C1)C1=NN(C=C1)C1=CC=C(C=C1)F)CN